ClC1=NC=2N(C(=C1)N[C@@H](C)C=1SC=C(N1)Cl)N=CC2C(C)C (S)-5-Chloro-N-(1-(4-chlorothiazol-2-yl)ethyl)-3-isopropylpyrazolo[1,5-a]pyrimidin-7-amine